lithium bis(4,6-di-t-butylphenyl) phosphonate P(OC1=CC=C(C=C1C(C)(C)C)C(C)(C)C)(OC1=CC=C(C=C1C(C)(C)C)C(C)(C)C)=O.[Li]